CC(CC(C)C)=NNC(=O)C1=NC=CC=C1O N'-(1,3-dimethylbutylidene)3-hydroxypyridineformylhydrazine